(S)-(2,7-dimethyl-3-(3,4,5-trifluorophenyl)-2,4,5,7-tetrahydro-6H-pyrazolo[3,4-c]pyridin-6-yl)(1-methyl-1H-pyrrolo[3,2-b]pyridin-3-yl)methanone yttrium-europium [Eu].[Y].CN1N=C2[C@@H](N(CCC2=C1C1=CC(=C(C(=C1)F)F)F)C(=O)C1=CN(C=2C1=NC=CC2)C)C